6-chloro-2-(2,6-difluoro-3,5-dimethoxyphenyl)-4-(3-methoxy-3-methylazetidin-1-yl)pyrido[3,4-d]pyrimidine ClC1=CC2=C(N=C(N=C2N2CC(C2)(C)OC)C2=C(C(=CC(=C2F)OC)OC)F)C=N1